N(=C=S)C=1C=C(C(=NC1)C#N)C(F)(F)F 5-Isothiocyanato-3-(trifluoromethyl)pyridinecarbonitrile